Cl.N[C@H](C(=O)O)C(C)(C)O (S)-2-amino-3-hydroxy-3-methylbutanoate hydrochloride